C1(CC1)C1=CC(=CC(=N1)NC(C=1C(N(C=C(C1)C1=NNC=C1)C1CC1)=O)=O)C1=C(C=C(C=C1)F)C1=NN=CN1C N-{6-Cyclopropyl-4-[4-fluoro-2-(4-methyl-4H-1,2,4-triazol-3-yl)phenyl]-2-pyridyl}-1-cyclopropyl-2-oxo-5-(3-pyrazolyl)-1,2-dihydronicotinamide